6-amino-4-cyclopentyl-1H-Indazole-7-carbonitrile NC1=CC(=C2C=NNC2=C1C#N)C1CCCC1